Hexafluoro propylene (±)-methyl trans-5-((4-nitrobenzoyl)oxy)tetrahydro-2H-pyran-3-carboxylate [N+](=O)([O-])C1=CC=C(C(=O)O[C@H]2C[C@@H](COC2)C(=O)OC)C=C1.FC(C(=C(F)F)F)(F)F |r|